ClC=1C=C2C(=CC1)NC(C21CCN(CC1)CCOC=1C=NC2=C(N=CC=C2C1)N1CC(C1)CO)=O 5-chloro-1'-[2-((8-[3-(hydroxymethyl)azetidin-1-yl]-1,7-naphthyridin-3-yl)oxy)ethyl]-1,2-dihydrospiro[indole-3,4'-piperidin]-2-one